C(C)OC1CCC(CC1)NC1=NC=C(C(=N1)N[C@H]1COCC1)C#N 2-((1r,4R)-4-ethoxycyclohexylamino)-4-((R)-tetrahydrofuran-3-ylamino)pyrimidine-5-carbonitrile